NC(C#CC1=C(C(=O)OC)C=CC(=C1)NC(CCCNC(C[C@H]1C=2N(C3=C(C(=N1)C1=CC=C(C=C1)Cl)C(=C(S3)C)C)C(=NN2)C)=O)=O)C(=O)OC methyl 2-(3-amino-4-methoxy-4-oxobut-1-yn-1-yl)-4-(4-(2-((S)-4-(4-chlorophenyl)-2,3,9-trimethyl-6H-thieno[3,2-f][1,2,4]triazolo[4,3-a][1,4]diazepin-6-yl)acetamido)butanamido)benzoate